BrC=1C=C(C=CC1)C1(CC(C1)O)C(=O)OCC ethyl 1-(3-bromophenyl)-3-hydroxycyclobutane-1-carboxylate